4-ethylenedioxybenzaldehyde C1OC2=CC=C(C=O)C=C2OC1